N-(4-(4-amino-5-(3-fluoro-4-((6-methylpyridin-2-yl)oxy)phenyl)pyrazolo[5,1-f][1,2,4]triazin-6-yl)phenyl)but-2-ynamide NC1=NC=NN2C1=C(C(=N2)C2=CC=C(C=C2)NC(C#CC)=O)C2=CC(=C(C=C2)OC2=NC(=CC=C2)C)F